2-{6-[(5,5-dimethyl-4-azaspiro[2.5]octan-7-yl)(methyl)amino]pyridazin-3-yl}-5-[1-(2H3)methyl-1H-pyrazol-4-yl]pyridin-3-ol dihydrochloride Cl.Cl.CC1(NC2(CC2)CC(C1)N(C1=CC=C(N=N1)C1=NC=C(C=C1O)C=1C=NN(C1)C([2H])([2H])[2H])C)C